(3S)-4-methylmorpholin CN1CCOCC1